ClC1=C(C=CC(=C1)N(CC(=O)OCC)CC(=O)OCC)C1=NC(=NC(=N1)C(Cl)(Cl)Cl)C(Cl)(Cl)Cl 4-[o-chloro-p-N,N-bis(ethoxycarbonylmethyl)aminophenyl]-2,6-bis(trichloromethyl)-s-triazine